FC(OC1=CC=C(CN2N=C3C=CC(=CC3=C2)C(=O)O)C=C1)(F)F 2-(4-Trifluoromethoxybenzyl)-2H-indazole-5-carboxylic acid